5-(2-(4-(3-hydroxy-4-(3-methyl-5-(thien-3-ylethynyl)phenyl)butyl)-2-oxo-1,3,4-thiadiazin-3-yl)ethyl)thiophene-2-carboxylic acid OC(CCN1N(C(SC=C1)=O)CCC1=CC=C(S1)C(=O)O)CC1=CC(=CC(=C1)C#CC1=CSC=C1)C